BrC1=NN(C(=N1)Br)CCC 3,5-dibromo-1-propyl-1H-1,2,4-triazole